C(CCCC)OC(C(C(=O)OCCCCC)(CCCCC)C1=CC=CC=C1)=O phenyl-n-amyl-malonic acid dipentyl ester